3-[difluoro(methoxy)methyl]-6-[6-(2,2-difluoro-1-methyl-propoxy)-3-pyridyl]-[1,2,4]triazolo[4,3-a]pyrazine FC(C1=NN=C2N1C=C(N=C2)C=2C=NC(=CC2)OC(C(C)(F)F)C)(OC)F